7-(5-Methylthiophen-2-yl)-8-oxo-1,3,4,8-tetrahydropyrido[2,1-c][1,4]oxazine-9-carboxylic acid CC1=CC=C(S1)C=1C(C(=C2COCCN2C1)C(=O)O)=O